dodecyldodecyldodecylamine C(CCCCCCCCCCC)N(CCCCCCCCCCCC)CCCCCCCCCCCC